F[C@H](C=O)[C@H](O)[C@H](O)[C@@H](O)C 2-Deoxy-2-Fluoro-L-Fucose